CC(C(=O)C1C(CCCC1)=O)C 2-(2-methyl-1-oxopropyl)cyclohexanone